1'-bromo-10-phenyl-10H-spiro[acridine-9,9'-fluorene] BrC1=CC=CC=2C3=CC=CC=C3C3(C12)C1=CC=CC=C1N(C=1C=CC=CC13)C1=CC=CC=C1